C(C1=CC=CC=C1)OCC1C(C1)N 2-((benzyloxy)methyl)cyclopropylamine